2-(1-(pyrrolidin-3-yl)-6',7'-dihydrospiro[piperidine-4,5'-pyrrolo[2,3-c]pyridazin]-3'-yl)phenol N1CC(CC1)N1CCC2(CNC=3N=NC(=CC32)C3=C(C=CC=C3)O)CC1